FC1=C2CC(NC2=CC=C1)C 4-fluoro-2-methylindoline